FC(CS(=O)(=O)NC1=C(C(=O)O)C=CC=C1)(F)F 2-((2,2,2-trifluoroethyl)sulfonamido)benzoic Acid